1-(2,5-Dioxopyrrolidin-1-yl) 1-ethyl cyclobutane-1,1-dicarboxylate C1(CCC1)(C(=O)ON1C(CCC1=O)=O)C(=O)OCC